Cl.ClCOC1=NC=CC(=C1OC)OC 2-(chloromethoxy)-3,4-dimethoxypyridine hydrochloride